NC1=C2C(=NC=N1)N(N=C2C2=CC(=C(C=C2)CNC(C2=C(C=CC=C2)OC)=O)C)C2CCCC2 N-[[4-(4-amino-1-cyclopentyl-pyrazolo[3,4-D]pyrimidin-3-yl)-2-methyl-phenyl]methyl]-2-methoxy-benzamide